N-(5-(((2,6-difluoro-3,5-dimethoxyphenyl)amino)methyl)-2-vinylpyridin-4-yl)pyridin-3-amine FC1=C(C(=C(C=C1OC)OC)F)NCC=1C(=CC(=NC1)C=C)NC=1C=NC=CC1